CC=1SC(=C(N1)C1=CC=CC=C1)B1OC(C(O1)(C)C)(C)C 2-methyl-4-phenyl-5-(4,4,5,5-tetramethyl-1,3,2-dioxaborolan-2-yl)thiazole